CC1=NC(=CC=C1N1N=NC(=C1)C(=O)NCC=1SC(=NN1)C1=CC=CC=C1)C=C 1-(2-methyl-6-vinylpyridin-3-yl)-N-((5-phenyl-1,3,4-thiadiazol-2-yl)methyl)-1H-1,2,3-triazole-4-carboxamide